C(CCCCCCCCCCCCCCCCCCCCCCCCCCCCC)OCCCCCCCCCCCCCCCCCCCCCCCCCCCCCC triacontyl ether